8-(4-amino-3-methylsulfanyl-phenoxy)-4H-pyrido[3,2-b][1,4]oxazin-3-one hydrochloride Cl.NC1=C(C=C(OC2=CC=NC3=C2OCC(N3)=O)C=C1)SC